C(C)SC1=NC2=CC=CN=C2C(=C1C(=O)NCC1=CC(=CC=C1)F)C 2-Ethylsulfanyl-N-[(3-fluorophenyl)-methyl]-4-methyl-[1,5]naphthyridine-3-carboxylic acid amide